ClC1=C(C(C=2C=CC=NC2C1=O)=O)NC1=CC=C(C=C1)C1=CC=NC=C1 7-Chloro-6-((4-(pyridin-4-yl)phenyl)amino)chinolin-5,8-dion